FC(S(=O)(=O)OC1=C(CN(C1)C(=O)OC(C)(C)C)C(=O)OCC)(F)F 1-tert-Butyl 3-Ethyl 4-{[(Trifluoromethyl)sulfonyl]oxy}-1H-pyrrole-1,3(2H,5H)-dicarboxylate